N1(CCCC1)CCN1N=CC(=C1)B1OC(C(O1)(C)C)(C)C 1-(2-(pyrrolidin-1-yl)ethyl)-4-(4,4,5,5-tetramethyl-1,3,2-dioxaborolan-2-yl)-1H-pyrazole